Cl.CN1N=CC(=C1)C=1N=C(C=2N(C1)N=CC2)N2CCC(CC2)CN2C(CNCC2)=O 1-((1-(6-(1-methyl-1H-pyrazol-4-yl)pyrazolo[1,5-a]pyrazin-4-yl)piperidin-4-yl)methyl)piperazin-2-one hydrochloride